tert-butyl (R)-4-((3-(1-((8-((5-(1,3-dioxolan-2-yl)pentyl)oxy)-6-(1,1-dioxidothiomorpholino)quinazolin-4-yl)amino)ethyl)phenyl)difluoromethyl)piperidine-1-carboxylate O1C(OCC1)CCCCCOC=1C=C(C=C2C(=NC=NC12)N[C@H](C)C=1C=C(C=CC1)C(C1CCN(CC1)C(=O)OC(C)(C)C)(F)F)N1CCS(CC1)(=O)=O